NC1=CC(=NC(=N1)C)N(CCCCC1CN(CCC1)C(=O)OC(C)(C)C)CC1=CC=C(C=C1)OC tert-butyl 3-(4-((6-amino-2-methylpyrimidin-4-yl)(4-methoxybenzyl)amino)butyl)piperidine-1-carboxylate